FC1=C(C(=C(C(=C1N)F)F)F)N 2,4,5,6-tetrafluoro-1,3-phenylenediamine